tert-butyl 4-((3-(2,4-dioxotetrahydropyrimidin-1(2H)-yl)-1-methyl-1H-indazol-6-yl) amino)-piperidine-1-carboxylate O=C1N(CCC(N1)=O)C1=NN(C2=CC(=CC=C12)NC1CCN(CC1)C(=O)OC(C)(C)C)C